2-(1-((3,4-dimethoxyphenyl)(6-ethylbenzo[d]thiazol-2-yl)methyl)-1H-imidazol-4-yl)-N,N-dimethylethan-1-amine COC=1C=C(C=CC1OC)C(N1C=NC(=C1)CCN(C)C)C=1SC2=C(N1)C=CC(=C2)CC